ethoxybisphenol A acrylate C(C=C)(=O)O.C(C)OC1=C(O)C=CC(=C1)C(C)(C)C1=CC=C(C=C1)O